(R)-N-(5-((6-(3-(3-fluoro-5-((3-fluorobenzyl)oxy)phenyl)isoxazolidin-2-yl)pyrimidin-4-yl)amino)-4-methoxy-2-(4-methylpiperazin-1-yl)phenyl)acrylamide FC=1C=C(C=C(C1)OCC1=CC(=CC=C1)F)[C@@H]1N(OCC1)C1=CC(=NC=N1)NC=1C(=CC(=C(C1)NC(C=C)=O)N1CCN(CC1)C)OC